N-(hydroxymethyl)methylglycine OCN(CC(=O)O)C